CS\C=C(/C)\C(C#N)(C#N)C(=C)C=1SC=CC1 (E)-2-(1-(methylthio)prop-1-en-2-yl)-2-(1-(thiophen-2-yl)vinyl)malononitrile